C1(=CC(=CC=C1)C1=NC(=NC(=N1)C1=CC=CC=C1)B(O)O)C1=C(C(=C(C(=C1[2H])[2H])[2H])[2H])[2H] 4-([1,1'-biphenyl]-3-yl-2',3',4',5',6'-d5)-6-phenyl-1,3,5-triazin-2-ylboronic acid